O=S1(CCN(CC1)CC1=CC=C(C=C1)C1=CC=CC=2N1N=C(N2)NC(=O)C2CC2)=O N-[5-[4-[(1,1-dioxo-1,4-thiazinan-4-yl)methyl]-phenyl]-[1,2,4]-triazolo[1,5-a]pyridin-2-yl]cyclopropanecarboxamide